(S)-(4-(benzo[d]thiazol-2-yl)-7,8-dihydroimidazo[4,5-c]azepin-5(1H,4H,6H)-yl)(4-(trifluoromethyl)oxazol-5-yl)methanone S1C(=NC2=C1C=CC=C2)[C@H]2N(CCCC1=C2N=CN1)C(=O)C1=C(N=CO1)C(F)(F)F